NC=1NC(C=2N(C(N(C2N1)[C@@H]1O[C@@H]([C@H]([C@H]1O)F)C(C)(C)O)=O)CC#C)=O 2-amino-9-((2r,3s,4s,5r)-4-fluoro-3-hydroxy-5-(2-hydroxypropan-2-yl)tetrahydrofuran-2-yl)-7-(prop-2-yn-1-yl)-7,9-dihydro-1H-purine-6,8-dione